didecanoyl peroxide C(CCCCCCCCC)(=O)OOC(CCCCCCCCC)=O